2,8,8,11-Tetramethyl-5-pentyl-2-(4-(trifluoromethyl)phenyl)-4H,8H-benzo[c][1,3]dioxino[4,5-f]chromen-4-on CC1(OC(C=2C(=C3C4=C(C(OC3=CC2CCCCC)(C)C)C=CC(=C4)C)O1)=O)C1=CC=C(C=C1)C(F)(F)F